FC(C=1C=C2C(=CNC2=CC1)C=O)(F)F 5-(TRIFLUOROMETHYL)-1H-INDOLE-3-CARBOXALDEHYDE